NCCCOC=1C=NC=C(C1C1=CC(=NN1)NC=1N=CC(=NC1)C#N)OCF 5-({5-[3-(3-Aminopropoxy)-5-(fluoromethoxy)pyridin-4-yl]-1H-pyrazol-3-yl}amino)pyrazine-2-carbonitrile